2,2,2-trifluoro-1-(2-(3-(((R)-1-methoxypropan-2-yl)oxy)benzyl)pyrrolidin-1-yl)ethan-1-one FC(C(=O)N1C(CCC1)CC1=CC(=CC=C1)O[C@@H](COC)C)(F)F